sulfohydroxypropyldimethylammoniopropylacrylamide S(=O)(=O)(O)C(=C(C(=O)N)CCC[NH+](C)C)CCCO